CNC=1C(=CC(=CC1)Cl)C1=CC=C(C=C1)C N-methyl-4'-methyl-5-chlorobiphenyl-2-amine